C(CC)(=O)OC=1C(=NC=CC1OC)C(N[C@H](C(=O)NN(C)C(C1=CC(=CC(=C1)Cl)Cl)C1=CC(=CC(=C1)Cl)Cl)C)=O (S)-2-((1-(2-(bis(3,5-dichlorophenyl)methyl)-2-methylhydrazineyl)-1-oxopropan-2-yl)carbamoyl)-4-methoxypyridin-3-yl propionate